CC1C=CC2=C(C=CC=C12)C 1-methyl-4-methyl-indene